C1(CC1)C1=NC=NC(=C1C1=NN2C(N(C(CC2)=O)CC2=CC=C(C=C2)C=2N(C=C(N2)C(F)(F)F)C(C)C)=N1)OC 2-(4-cyclopropyl-6-methoxypyrimidin-5-yl)-4-(4-(1-isopropyl-4-(trifluoromethyl)-1H-imidazol-2-yl)benzyl)-6,7-dihydro-[1,2,4]triazolo[1,5-a]pyrimidin-5(4H)-one